5-(2-((7-chloro-2-(2,2,2-trifluoroacetyl)-1,2,3,4-tetrahydroisoquinolin-6-yl)amino)-5-(trifluoromethyl)pyrimidin-4-yl)thiophene-3-sulfonamide ClC1=C(C=C2CCN(CC2=C1)C(C(F)(F)F)=O)NC1=NC=C(C(=N1)C1=CC(=CS1)S(=O)(=O)N)C(F)(F)F